CC1(CC(C1)(O)C1=CC=2C(=NC(=CC2)C2=CC=3C(N=C2)=NN(C3)C)S1)C 3,3-dimethyl-1-(6-(2-methyl-2H-pyrazolo[3,4-b]pyridin-5-yl)thieno[2,3-b]pyridin-2-yl)cyclobutanol